O=C1C(=C(OC=2N=CN=CC21)C2=CC=CC=C2)C(=O)O 5-oxo-7-phenyl-5H-pyrano[2,3-d]pyrimidine-6-carboxylic acid